8-Methoxy-1-(octahydrocyclopenta[c]pyrrol-5-yl)-1,4-dihydro-2H-[1,3]oxazino[5,4-c][1,8]naphthyridin-2-one COC=1C=CC=2C3=C(C=NC2N1)COC(N3C3CC1C(CNC1)C3)=O